7-(3-{[(2S)-1-ethoxypropan-2-yl]carbamoyl}azetidin-1-yl)-5-methyl-4-oxo-1-(1,2,4-thiadiazol-5-yl)-1,4-dihydro-1,8-naphthyridine-3-carboxylic acid C(C)OC[C@H](C)NC(=O)C1CN(C1)C1=CC(=C2C(C(=CN(C2=N1)C1=NC=NS1)C(=O)O)=O)C